tert-Butyl 4-formyl-5-methoxy-2,7-dimethyl-1H-indole-1-carboxylate C(=O)C1=C2C=C(N(C2=C(C=C1OC)C)C(=O)OC(C)(C)C)C